2-(3-ethyladamantan-1-yl)ethan-1-amine C(C)C12CC3(CC(CC(C1)C3)C2)CCN